(3R,4R,5S)-3-(5-fluoro-1H-pyrazolo[3,4-b]pyridin-1-yl)-5-(methylamino)tetrahydro-2H-pyran-4-ol FC=1C=C2C(=NC1)N(N=C2)[C@@H]2COC[C@@H]([C@H]2O)NC